biphenyl lanthanum [La].C1(=CC=CC=C1)C1=CC=CC=C1